(1S,4S)-4-amino-N-((S)-(3-chloro-2-fluoro-5-hydroxyphenyl)(4-fluorobicyclo[2.2.1]hept-1-yl)methyl)-3,3-difluorocyclopentane-1-carboxamide N[C@@H]1C(C[C@H](C1)C(=O)N[C@@H](C12CCC(CC1)(C2)F)C2=C(C(=CC(=C2)O)Cl)F)(F)F